C(C=C)(=O)N.[Na].[Na] disodium acrylamide